bicyclo[2.2.1]-hept-2,5-dien C12C=CC(C=C1)C2